[Na].ClC=1C(=CC2=C(N(C(=N2)C=2C=NC=C(C2)CN2C=NC=C2)CC[18F])C1)F 6-chloro-5-fluoro-1-(2-[18F]fluoroethyl)-2-[5-(imidazol-1-ylmethyl)pyridin-3-yl]benzimidazole sodium